ClCC(=O)N1CC(CC1)(F)F 2-chloro-1-(3,3-difluoropyrrolidin-1-yl)ethan-1-one